bis(4-fluorobenzoylaminopropyl)methylamine FC1=CC=C(C(=O)NCCCN(C)CCCNC(C2=CC=C(C=C2)F)=O)C=C1